butylphenyl ditridecyl phosphite P(OC1=C(C=CC=C1)CCCC)(OCCCCCCCCCCCCC)OCCCCCCCCCCCCC